13-chloro-5-(difluoromethoxy)-19,21-difluoro-14-hydroxy-16,16-dioxo-9-oxa-16λ6-thia-4,17-diazatetracyclo[16.3.1.111,15.02,7]tricosa-1(21),2(7),3,5,11,13,15(23),18(22),19-nonaen-10-one ClC=1C=C2C(OCC=3C=C(N=CC3C3=C(C=C(C(NS(C(C1O)=C2)(=O)=O)=C3)F)F)OC(F)F)=O